C=CCC(=NO)S[C@H]1[C@@H]([C@H]([C@@H]([C@H](O1)CO)O)O)O The molecule is a desulfoglucosinolic acid resulting from the formal condensation of the thiol group of N-hydroxybut-3-enethioamide with beta-D-glucopyranose. It has a role as an Arabidopsis thaliana metabolite.